ruthenium(II) phenanthroline N1=CC=CC2=CC=C3C=CC=NC3=C12.[Ru+2]